4-((3-((3-chloro-4-fluorophenyl)carbamoyl)piperidin-1-yl)sulfonyl)-1,2,5-trimethyl-1H-pyrrole-3-carboxylic acid ClC=1C=C(C=CC1F)NC(=O)C1CN(CCC1)S(=O)(=O)C=1C(=C(N(C1C)C)C)C(=O)O